2-(3-bromo-phenyl)-N-{2-oxo-3-[phenyl-(4-piperidin-1-ylmethyl-phenylamino)-methylene]-2,3-dihydro-1H-indol-5-yl}-acetamide BrC=1C=C(C=CC1)CC(=O)NC=1C=C2C(C(NC2=CC1)=O)=C(NC1=CC=C(C=C1)CN1CCCCC1)C1=CC=CC=C1